O1C(=CC2=C1C=CC=C2)C(CBr)=O 1-(1-benzofuran-2-yl)-2-bromoethanone